N-((R)-1-phenylethyl)propan-2-amine C1(=CC=CC=C1)[C@@H](C)NC(C)C